Methyl 9-(4-(azido(1-(3-fluoropropyl)azetidin-3-yl)methyl)phenyl)-8-(2,4-dichlorophenyl)-6,7-dihydro-5H-benzo[7]annulene-3-carboxylate N(=[N+]=[N-])C(C1=CC=C(C=C1)C1=C(CCCC2=C1C=CC(=C2)C(=O)OC)C2=C(C=C(C=C2)Cl)Cl)C2CN(C2)CCCF